2-oxo-2-[(2R,5S)-5-methyl-2-[2-(1-methyl-4-piperidyl)indazol-5-yl]-1-piperidyl]-N-(1-tetrahydropyran-2-ylpyrazolo[4,3-c]pyridin-7-yl)acetamide O=C(C(=O)NC=1C2=C(C=NC1)C=NN2C2OCCCC2)N2[C@H](CC[C@@H](C2)C)C2=CC1=CN(N=C1C=C2)C2CCN(CC2)C